ClC=1C=2N(C=CC1)C=C(N2)C=2O[C@@H]([C@H](N2)C2=CC=CC=C2)C2=CC=CC=C2 (4R,5R)-2-(8-chloroimidazo[1,2-a]pyridin-2-yl)-4,5-diphenyl-4,5-dihydrooxazole